C(O[C@@H]1[C@H](O[C@H]([C@H]1F)N1C=C(C2=C1N=CN=C2N)I)CO)(OC2CC1=CC=CC=C1C2)=O (2R,3R,4S,5R)-5-(4-Amino-5-iodo-7H-pyrrolo[2,3-d]pyrimidin-7-yl)-4-fluoro-2-(hydroxymethyl)tetrahydrofuran-3-yl (1H,2H,3H-inden-2-yl) carbonate